tert-butyl 7-(4-(2,6-bis(benzyloxy) pyridin-3-yl)-2-fluorophenyl)-2,7-diazaspiro[3.5]nonane-2-carboxylate C(C1=CC=CC=C1)OC1=NC(=CC=C1C1=CC(=C(C=C1)N1CCC2(CN(C2)C(=O)OC(C)(C)C)CC1)F)OCC1=CC=CC=C1